2-[(3,5-Difluoro-benzenesulfonyl)-methyl-amino]-5-oxo-5H-thieno[3,2-b]pyran-6-carboxylic acid FC=1C=C(C=C(C1)F)S(=O)(=O)N(C1=CC=2OC(C(=CC2S1)C(=O)O)=O)C